COC1=C(C=C(C(=C1C)C)OC)CCCO 3-(2,5-dimethoxy-3,4-dimethylphenyl)propan-1-ol